(2-fluorophenyl)(7-(1-methyl-1H-pyrazol-4-yl)quinazolin-4-yl)methanone FC1=C(C=CC=C1)C(=O)C1=NC=NC2=CC(=CC=C12)C=1C=NN(C1)C